FC1=CC(=NC=C1)N1C=C(C(C2=CC(=C(C(=C12)Cl)N1CC(NCC1)C)F)=O)C(=O)O 1-(4-fluoro-2-pyridyl)-8-chloro-6-fluoro-1,4-dihydro-7-(3-methylpiperazin-1-yl)-4-oxo-3-quinolinecarboxylic acid